FC1=C(C2=C(C(NS2)=O)C=C1)F 6,7-Difluoro-2H-1,2-benzothiazol-3-one